CN(C=1C=C2N(C=3C=CC=C(C3C(C2=CC1)C1=C(C=C(C=C1C)C)C)OC)C)C 6-(dimethylamino)-9-mesityl-1-methoxy-10-methylacridine